3-[(2,4-Diethylphenoxypropylsulfanyl)methyl]-1H-1,2,4-triazole-5(4H)-thione C(C)C1=C(OCCCSCC2=NNC(N2)=S)C=CC(=C1)CC